C(=O)(O)C1=C(C=CC=2CCB(OC21)O)OC2CN(C2)C([C@@H](C)NC([C@H](N)CC(=O)N)=O)=O N1-[(2R)-1-{3-[(8-carboxy-2-hydroxy-3,4-dihydro-2H-1,2-benzoxaborinine-7-yl)oxy]azetidin-1-yl}-1-oxopropan-2-yl]-D-aspartamide